4-(3-aminopropyl)benzenesulfonic acid NCCCC1=CC=C(C=C1)S(=O)(=O)O